BrC=1C=C2C(=C(C(=NC2=CC1)C)C(=O)OCC)CCC(=O)O 3-[6-bromo-3-(ethoxycarbonyl)-2-methylquinolin-4-yl]propanoic acid